FC1([C@@H](CN(C1)C1=NOC(C1)C1=C(C=C(C=C1C1=NC=CC=C1F)C)F)NS(=O)(=O)C)F N-[(3R)-4,4-difluoro-1-{5-[2-fluoro-6-(3-fluoropyridin-2-yl)-4-methylphenyl]-4,5-dihydro-1,2-oxazol-3-yl}pyrrolidin-3-yl]methanesulfonamide